ClC1=NC=C(C(=C1)N1C(C(=C(C=C1C)O)Cl)=O)C 2',3-dichloro-4-hydroxy-5',6-dimethyl-2H-[1,4'-bipyridin]-2-one